C(=O)(O)[C@H](CCCC1=CC=C(C=C1)OCCOCCOCC)N1CCN(CCN(CCN(CC1)C(C(=O)[O-])CO)C(C(=O)[O-])CO)C(C(=O)[O-])CO.[Gd+3] gadolinium 2,2',2''-{10-[(1S)-1-carboxy-4-{4-[2-(2-ethoxyethoxy)ethoxy]phenyl}butyl]-1,4,7,10-tetraazacyclododecane-1,4,7-triyl}tris(3-hydroxypropanoate)